C(C)(C)(C)OC(=O)N[C@H](C(=O)OC)CCCCN1CCC(CC1)(F)F methyl (2S)-2-[(tert-butoxycarbonyl) amino]-6-(4,4-difluoropiperidin-1-yl)hexanoate